(2R)-N-[4-[1-(Benzenesulfonyl)pyrrolo[2,3-b]pyridin-4-yl]phenyl]-4-methyl-2-(2,2,2-trifluoroethylamino)pentanamide C1(=CC=CC=C1)S(=O)(=O)N1C=CC=2C1=NC=CC2C2=CC=C(C=C2)NC([C@@H](CC(C)C)NCC(F)(F)F)=O